N1[C@@H](CCC1)C(=O)O (S)-L-proline